N=1C=CN2C1C(=NC=C2)N2CCC(CC2)(N)CNCCC2=NN1C(C(=CC(=C1)OCC(C)C1=CC=CC=C1)C)=N2 1-(imidazo[1,2-a]pyrazin-8-yl)-4-(((2-(8-methyl-6-(2-phenylpropoxy)-[1,2,4]triazolo[1,5-a]pyridin-2-yl)ethyl)amino)methyl)piperidin-4-amine